C(C)(=O)N1CC(C1)NC(OC(C)(C)C)=O tert-butyl (1-acetylazetidin-3-yl)carbamate